2-ethyl-3-(pyridin-2-yl)cyclopropane-1-carboxylic acid C(C)C1C(C1C1=NC=CC=C1)C(=O)O